ClC1=C2C=NN(C2=CC=C1C=O)C1OCCCC1 4-chloro-1-(tetrahydro-2H-pyran-2-yl)-1H-indazole-5-carbaldehyde